C(C=C)[N+](CC1=CC=C(C=C1)C=C)(CC=C)CC=C triallyl-4-vinylbenzylammonium